N1(CCN(CCNCCNCC1)C(=O)[O-])C(=O)OC(C)(C)C tert-butyl 1,4,7,10-tetraazacyclododecane-1,4-dicarboxylate